2-chloro-1-(6-methoxy-5-(naphthalen-1-ylmethoxy)-1H-indol-3-yl)ethan-1-one ClCC(=O)C1=CNC2=CC(=C(C=C12)OCC1=CC=CC2=CC=CC=C12)OC